N[C@@H](CC(=O)OC(C)(C)C)C(=O)NCCC1=CC(=NO1)C tert-Butyl (S)-3-amino-4-((2-(3-methylisoxazol-5-yl)ethyl)amino)-4-oxobutanoate